2-(2,2-difluoroethoxy)-3-(1-methyl-1,2,3,6-tetrahydropyridin-4-yl)-6-nitroaniline FC(COC1=C(N)C(=CC=C1C=1CCN(CC1)C)[N+](=O)[O-])F